8-[(3R)-1-acetylpyrrolidin-3-yl]oxy-4-[(2R)-3-(3,4-dihydro-1H-isoquinolin-2-yl)-2-hydroxy-propyl]-1-methyl-2,3-dihydro-1,4-benzodiazepin-5-one C(C)(=O)N1C[C@@H](CC1)OC1=CC2=C(C(N(CCN2C)C[C@@H](CN2CC3=CC=CC=C3CC2)O)=O)C=C1